1-(2-isopropoxyethyl)-7-methoxy-2-thioxo-2,3-dihydroquinazolin-4(1H)-one C(C)(C)OCCN1C(NC(C2=CC=C(C=C12)OC)=O)=S